NCC1=NNC(C2=C(C=C(C=C12)C=1C=NN(C1C1=C(C#N)C(=CC=C1)OC1CC1)C)CC)=O 2-(4-(4-(aminomethyl)-8-ethyl-1-oxo-1,2-dihydrophthalazin-6-yl)-1-methyl-1H-pyrazol-5-yl)-6-cyclopropoxybenzonitrile